(7R)-2-{2-[1-(cyclopropylmethyl)-1H-pyrrolo[2,3-b]pyridin-2-yl]-7-methoxy-1-{[1-(pyridin-3-yl)-1H-pyrazol-4-yl]methyl}-1H-1,3-benzodiazole-5-carbonyl}-2-azabicyclo[2.2.1]heptan-7-amine C1(CC1)CN1C(=CC=2C1=NC=CC2)C2=NC1=C(N2CC=2C=NN(C2)C=2C=NC=CC2)C(=CC(=C1)C(=O)N1C2CCC(C1)[C@H]2N)OC